2-(2-ethoxypyridin-3-yl)-1'-[5-propoxy-4-(trifluoromethyl)pyridin-3-yl]-7-pyrrolidin-3-ylspiro[8H-1,7-naphthyridine-5,4'-piperidine]-6-one formate salt C(=O)O.C(C)OC1=NC=CC=C1C1=NC=2CN(C(C3(CCN(CC3)C=3C=NC=C(C3C(F)(F)F)OCCC)C2C=C1)=O)C1CNCC1